tert-butyl 4-(3-(4-(((benzyloxy)carbonyl)amino)butoxy)quinolin-6-yl)-3-(6-methylpyridin-2-yl)-1H-pyrazole-1-carboxylate C(C1=CC=CC=C1)OC(=O)NCCCCOC=1C=NC2=CC=C(C=C2C1)C=1C(=NN(C1)C(=O)OC(C)(C)C)C1=NC(=CC=C1)C